C1(=C(C(=O)C(=C(C1=O)O)O)O)O.O.O The molecule is the hydrate of tetrahydroxy-1,4-benzoquinone. The number of water molecules of crystallization (n) is variable, although most commonly the dihydrate (shown in the diagram) is formed in the solid phase. It contains a tetrahydroxy-1,4-benzoquinone.